5'-fluoro-2'-vinyl-[1,1'-biphenyl]-2-carbaldehyde FC=1C=CC(=C(C1)C=1C(=CC=CC1)C=O)C=C